4-BENZYLOXY-2,6-DIFLUOROPHENYLBORONIC ACID C(C1=CC=CC=C1)OC1=CC(=C(C(=C1)F)B(O)O)F